(2S)-(N-[4-Amino-5-[4-[2-amino-(1R)-methyl-2-oxoethoxy]benzoyl]thiazol-2-yl]anilino)propanamid NC=1N=C(SC1C(C1=CC=C(C=C1)O[C@@H](C(=O)N)C)=O)N(C1=CC=CC=C1)[C@H](C(=O)N)C